5-amino-3-(2-(4-(2,4-difluoro-5-(((1r,4r)-1-oxidotetrahydro-2H-thiopyran-4-yl)oxy)phenyl)piperazin-1-yl)ethyl)-8-(furan-2-yl)thiazolo[5,4-e][1,2,4]triazolo[1,5-c]pyrimidin-2(3H)-one NC1=NC2=C(C=3N1N=C(N3)C=3OC=CC3)SC(N2CCN2CCN(CC2)C2=C(C=C(C(=C2)OC2CCS(CC2)=O)F)F)=O